CC([C@@H](C(=O)N1[C@@H](C[C@H](C1)O)C(=O)N[C@@H](C)C1=CC=C(C=C1)C1=C(C=CC=C1)F)NC(C[C@@H]1NCCCC1)=O)(C)C (2S,4R)-1-((S)-3,3-dimethyl-2-(2-((R)-piperidin-2-yl)acetamido)butyryl)-N-((S)-1-(2'-fluoro-[1,1'-biphenyl]-4-yl)ethyl)-4-hydroxypyrrolidine-2-carboxamide